CC=1C(=NC=C(C1)C)N1CCN(CC1)C(=O)C1=C(C=C(C=C1)C1(C(NC(N1)=O)=O)C)C(F)(F)F 5-{4-[4-(3,5-dimethylpyridin-2-yl)piperazine-1-carbonyl]-3-trifluoromethylphenyl}-5-methylimidazolidine-2,4-dione